1-(8-amino-6-(4-methylpyridin-3-yl)-2,7-naphthyridin-3-yl)-3-(1-hydroxypropan-2-yl)urea NC=1N=C(C=C2C=C(N=CC12)NC(=O)NC(CO)C)C=1C=NC=CC1C